CN(CCC=1C(OC2=CC=CC=C2C1)=O)C (2-dimethylaminoethyl)-coumarin